CC(C)(COP(=O)(O)OP(=O)(O)OC[C@@H]1[C@H]([C@H]([C@@H](O1)N2C=NC3=C(N=CN=C32)N)O)OP(=O)(O)O)[C@H](C(=O)NCCC(=O)NCCS)O The molecule is a thiol comprising a panthothenate unit in phosphoric anhydride linkage with a 3',5'-adenosine diphosphate unit; and an aminoethanethiol unit. It has a role as an Escherichia coli metabolite, a mouse metabolite and a coenzyme. It derives from an ADP. It is a conjugate acid of a coenzyme A(4-).